CC(CO)(C)N1N=NN=C1S 2-methyl-2-(5-sulfanyl-1H-1,2,3,4-tetrazol-1-yl)propan-1-ol